SC(CCC(=O)O)C 4-MERCAPTO-PENTANOIC ACID